C1(CC1)C1=NC=NC(=C1C1=NC=C(C(=N1)O[C@H](C)C1=CC=C(C=C1)C=1N(C=C(N1)C(F)(F)F)C)OC)OC |o1:16| Rel-2-(4-cyclopropyl-6-methoxy-pyrimidin-5-yl)-5-methoxy-4-[(1R)-1-[4-[1-methyl-4-(trifluoromethyl)imidazol-2-yl]phenyl]ethoxy]pyrimidine